CC1=CC=C(C(=O)OCC2OCCC2OC(C2=CC=C(C=C2)C)=O)C=C1.COC1C(CCC(C1)(C1=CC(=C(C=C1)OC(F)F)OCC1CC1)C#N)=O 2-methoxy-4-cyano-4-(3-cyclopropylmethoxy-4-difluoromethoxyphenyl)cyclohexane-1-one 2-(((4-methylbenzoyl)oxy)methyl)tetrahydrofuran-3-yl-4-methylbenzoate